CC(C(CC)(O)CN1N=CN=C1)(C)C 4,4-dimethyl-3-(1H-1,2,4-triazol-1-ylmethyl)pentan-3-ol